COC=1C=C(C=C(C1OC)OC)C1=NC=NC=C1C=1C=C2C=CNC2=CC1 5-(4-(3,4,5-trimethoxyphenyl)pyrimidin-5-yl)-1H-indole